BrC1=CC(=CC2=CC=CC(=C12)C)OC 1-bromo-3-methoxy-8-methyl-naphthalene